ClC1=C(C=C2C=C(N=CC2=C1)NC(=O)C1C(C1)C1=NC=CC=C1)C1CCC2(OCCO2)CC1 N-(7-chloro-6-(1,4-dioxaspiro[4.5]decan-8-yl)isoquinolin-3-yl)-2-(pyridin-2-yl)cyclopropane-1-carboxamide